methyl 4-(5-((tert-butoxycarbonyl)amino)-6-methylpyridin-2-yl)-1-methyl-1H-pyrazole-5-carboxylate C(C)(C)(C)OC(=O)NC=1C=CC(=NC1C)C=1C=NN(C1C(=O)OC)C